phytyl acetate C(C)(=O)OC\C=C(/C)\CCC[C@H](C)CCC[C@H](C)CCCC(C)C